FC=1C=C(C=CC1)C=1C=CC(NN1)=O 6-(3-fluorophenyl)pyridazin-3(2H)-one